2-(1-((2-((2-(1,4-diazabicyclo[3.2.1]octan-4-yl)pyrimidin-5-yl)oxy)-6-(3,5-dichlorophenyl)pyridin-4-yl)methyl)piperidin-4-yl)acetic acid N12CCN(C(CC1)C2)C2=NC=C(C=N2)OC2=NC(=CC(=C2)CN2CCC(CC2)CC(=O)O)C2=CC(=CC(=C2)Cl)Cl